(1S,2S)-2-(3-chlorophenyl)-N-(6-(((5-(cyclopropylamino)imidazo[1,2-c]pyrimidin-2-yl)methyl)amino)pyrimidin-4-yl)cyclopropane-1-carboxamide ClC=1C=C(C=CC1)[C@@H]1[C@H](C1)C(=O)NC1=NC=NC(=C1)NCC=1N=C2N(C(=NC=C2)NC2CC2)C1